FC1=C(C(=CC=C1)F)S(=O)(=O)NC=1C(=NC=C(C1)C=1C=CC=2N=CN=C(C2N1)N1CCN(CC1)C(\C=C\C(CC)=O)=O)OC (E)-2,6-difluoro-N-(2-methoxy-5-(4-(4-(4-oxohex-2-enoyl)piperazin-1-yl)pyrido[3,2-d]pyrimidin-6-yl)pyridin-3-yl)benzenesulfonamide